(S)-1-((9-amino-4-ethyl-8-fluoro-4-hydroxy-3,14-dioxo-3,4,12,14-tetrahydro-1H-pyrano[3',4':6,7]indolizino-[1,2-b]quinolin-11-yl)methyl)-3-methylthiourea NC1=CC=2C(=C3C(=NC2C=C1F)C1=CC2=C(C(N1C3)=O)COC([C@]2(O)CC)=O)CNC(=S)NC